BrC1=C(C=C(C(=O)N[C@H]2[C@H]3CC[C@@H](C2)N3C#N)C=C1)OCCCC 4-bromo-3-butoxy-N-((1R,2R,4S)-7-cyano-7-azabicyclo[2.2.1]heptan-2-yl)benzamide